FC(C1=NC(=C(C(=O)NC2=NN=NN2C)C=C1)CSCC=1N=NN(N1)C)F 6-(difluoromethyl)-N-(1-methyl-1H-tetrazol-5-yl)-2-((((2-methyl-2H-tetrazol-5-yl)methyl)thio)methyl)nicotinamide